4-ethynylphenylboric acid C(#C)C1=CC=C(C=C1)OB(O)O